N-(3-((2,6-dioxopiperidin-3-yl)amino)phenyl)acetamide formate salt C(=O)O.O=C1NC(CCC1NC=1C=C(C=CC1)NC(C)=O)=O